N1(N=CN=C1)CCNC=1C(=CC(=CC1F)NCC1=CC=C(C=C1)F)C1=CC=CC=C1 N2-(2-(1H-1,2,4-triazol-1-yl)ethyl)-3-fluoro-N5-(4-fluorobenzyl)biphenyl-2,5-diamine